(R)-6-cyclobutyl-4-((1-(3-(difluoromethyl)-2-fluorophenyl)ethyl)amino)-1-methylpyrido[3,4-d]pyridazin-7(6H)-one C1(CCC1)N1C=C2C(=NN=C(C2=CC1=O)C)N[C@H](C)C1=C(C(=CC=C1)C(F)F)F